dinonyl 8,8'-((2-((6-((4,4-bis(((Z)-oct-5-en-1-yl)oxy)butanoyl)oxy)hexyl)(3-hydroxypropyl)amino)ethyl)azanediyl)dioctanoate C(CCC\C=C/CC)OC(CCC(=O)OCCCCCCN(CCN(CCCCCCCC(=O)OCCCCCCCCC)CCCCCCCC(=O)OCCCCCCCCC)CCCO)OCCCC\C=C/CC